2-(4-(2,3-dihydrobenzo[B][1,4]dioxin-6-yl)thiophen-2-yl)-1H-imidazo[4,5-f][1,10]phenanthroline O1C2=C(OCC1)C=C(C=C2)C=2C=C(SC2)C=2NC=1C(=C3C=CC=NC3=C3N=CC=CC13)N2